13-(3-Chloropropyl)-1,11,13-trimethyl-6-(o-tolyl)-2,3,4,8,9,10,11,13-octahydrosilino[3,2-g:5,6-g']diquinolin-1-ium ClCCC[Si]1(C=2C(C=C3CCC[N+](=C3C2)C)=C(C=2C=C3CCCN(C3=CC21)C)C2=C(C=CC=C2)C)C